C1(=CC=CC=C1)C1(CC=C(C(=C1C1=CC=C(C=C1)C)C1=CC=CC=C1)C)N1C=NCC=C1 4,6-diphenyl-5-(p-tolyl)-4-tolyl-1,4-dihydropyrimidine